ClC1=CC(=C(COC2=CC=CC(=N2)C2CCN(CC2)CC2=NC3=C(N2CCC2=NC(=NN2)C)C=C(C=C3)C(=O)O)C=C1)F 2-[(4-{6-[(4-chloro-2-fluorobenzyl)oxy]pyridin-2-yl}piperidin-1-yl)methyl]-1-[2-(3-methyl-1H-1,2,4-triazol-5-yl)ethyl]-1H-benzimidazole-6-carboxylic acid